C(C)(C)(C)C1=CC=C(C=C1)CC(=O)O 2-(4-tert-butylphenyl)acetic acid